N1CC(C1)OC(CC)=O azetidine-3-ylpropionate